C(C)(C)(C)OC(=O)N1C[C@H](OC2=C(C1)N=C(C=C2)O)C(F)(F)F (S)-7-hydroxy-2-(trifluoromethyl)-2,3-dihydropyrido[2,3-f][1,4]oxazepine-4(5H)-carboxylic acid tert-butyl ester